(E)-3-(3,4-dichloro-2-fluorophenyl)-9-((1-(4-(dimethylamino)but-2-enoyl)piperidin-4-yl)oxy)-8-methoxy-1-methyl-1H-pyrimido[4,5,6-de]quinazolin-2(3H)-one ClC=1C(=C(C=CC1Cl)N1C(N(C2=C(C(=CC=3C2=C1N=CN3)OC)OC3CCN(CC3)C(\C=C\CN(C)C)=O)C)=O)F